N1(N=CC=C1)C1CCN(CC1)C(=O)C1=NC2=CC=C(C=C2C(=C1)C(=O)N1CCCCC1)OCC=1SC2=C(N1)C=CC=C2 (4-(1H-pyrazol-1-yl)piperidin-1-yl)(6-(benzo[d]thiazol-2-ylmethoxy)-4-(piperidine-1-carbonyl)quinolin-2-yl)methanone